B(F)(F)F.C(C)(C)(C)OC(=O)N1CC(CCC1)[K] (1-(tert-butoxycarbonyl)piperidin-3-yl)potassium trifluoroborate